azetidin-1-yl-1-oxoisoindole N1(CCC1)C1=NC(C2=CC=CC=C12)=O